BrC=1C=C(C=CC1)N1C(NC2=C1C=C(C=C2)Cl)C(=O)N 3-N-(3-bromophenyl)-5-chloro-1H-benzimidazole-2-carboxamide